dioleoylphosphine C(CCCCCCC\C=C/CCCCCCCC)(=O)PC(CCCCCCC\C=C/CCCCCCCC)=O